[5-bromo-2-[4-(trifluoromethoxy)phenyl]-1,2,4-triazol-3-yl]-N,N-dimethylformamidine BrC=1N=C(N(N1)C1=CC=C(C=C1)OC(F)(F)F)C(=N)N(C)C